methyloctacosylammonium tetrakis(pentafluorophenyl)borate FC1=C(C(=C(C(=C1[B-](C1=C(C(=C(C(=C1F)F)F)F)F)(C1=C(C(=C(C(=C1F)F)F)F)F)C1=C(C(=C(C(=C1F)F)F)F)F)F)F)F)F.C[NH2+]CCCCCCCCCCCCCCCCCCCCCCCCCCCC